Cl.ClC1=CC=C(C=C1)C1=CC=C(N1C1=C(C=CC(=C1)CC(C)C)C(F)(F)F)C1=CC=C(C(=O)NCCN(C)C)C=C1 4-[5-(4-chlorophenyl)-1-[5-isobutyl-2-(trifluoromethyl)phenyl]pyrrol-2-yl]-N-[2-(dimethylamino)ethyl]-benzamide hydrochloride